7-chloro-1-(cyclopropylmethyl)-5-phenyl-1H-1,4-benzodiazepine-2(3H)-one ClC=1C=CC2=C(C(=NCC(N2CC2CC2)=O)C2=CC=CC=C2)C1